N1N=CC2=CC(=CC=C12)CN(C=1SC=C(N1)COCCOC1=CC(=CC=C1)N(C)C)CC1=CC(=CC=C1)OC N-((1H-indazol-5-yl)methyl)-4-((2-(3-(dimethylamino)phenoxy)ethoxy)methyl)-N-(3-methoxybenzyl)thiazol-2-amine